(S)-4-(((R)-2-((((9H-fluoren-9-yl)methoxy)carbonyl)(methyl)amino)-3-(4-chlorophenyl)propyl)(methyl)amino)-3-((R)-7-methoxy-2,3-dihydrobenzofuran-3-yl)-4-oxobutanoic acid C1=CC=CC=2C3=CC=CC=C3C(C12)COC(=O)N([C@@H](CN(C([C@@H](CC(=O)O)[C@H]1COC2=C1C=CC=C2OC)=O)C)CC2=CC=C(C=C2)Cl)C